OC1=C(C=CC=C1)C(N1CCN(CC1)C1=C(C(N(C2=CC=CN=C12)C)=O)C#N)C1=CC=CC=C1 4-{4-[(2-hydroxyphenyl)(phenyl)methyl]piperazin-1-yl}-1-methyl-2-oxo-1,2-dihydro-1,5-naphthyridine-3-carbonitrile